COC1CN(CCC1)CC1=CC=C(C=C1)C=1C=C2C(=NC1)NC=C2C=2C=NC(=CC2)OC 5-(4-((3-methoxypiperidin-1-yl)methyl)phenyl)-3-(6-methoxypyridin-3-yl)-1H-pyrrolo[2,3-b]pyridine